ClC=1C=CC=2N(C1)C(=C(N2)N2CC=1C=C3C(=CC1C2=O)OC(O3)(F)F)S(=O)(=O)CC 6-(6-chloro-3-ethylsulfonyl-imidazo[1,2-a]pyridin-2-yl)-2,2-difluoro-5H-[1,3]dioxolo[4,5-f]isoindol-7-one